2-(3-amino-1-(piperidin-4-yl)-1H-pyrazolo[4,3-C]pyridazin-6-yl)phenol NC1=NN(C2=C1N=NC(=C2)C2=C(C=CC=C2)O)C2CCNCC2